FC=1C=C2/C(/C(NC2=CC1)=O)=C/C1=C(C(=C(N1)C)C(=O)N[C@@H]1CN(CC1)C(=O)N(C)C)C (3S)-3-{[(5-{[(3Z)-5-fluoro-2-oxo-2,3-dihydro-1H-indol-3-ylidene]methyl}-2,4-dimethyl-1H-pyrrol-3-yl)carbonyl]amino}-N,N-dimethyl-tetrahydropyrrole-1-carboxamide